4-amino-3-[(3,5-dimethoxyphenyl)ethynyl[1H-pyrazolo[3,4-d]pyrimidin-1-yl]-1-pyrrolidinyl]-2-propen-1-one NC1C(C(N(C1)C=CC=O)(N1N=CC=2C1=NC=NC2)C#C)C2=CC(=CC(=C2)OC)OC